C1(=CC=C(C=C1)N(C1=CC=2C=CC=CC2C=2C3=C(OC21)C=CC=C3)C3=CC=2C(C1=CC=CC=C1C2C=C3)(C)C)C3=CC=CC=C3 N-(1,1'-biphenyl-4-yl)-N-(9,9-dimethyl-9H-fluoren-2-yl)benzo[b]naphtho[1,2-d]furan-6-amine